NCCC(C)O[Si](OCC)(OCC)CCCN (aminoethyl)γ-aminopropyltriethoxysilane